FC(C1=CC=CC=2N1N=C(C2)[C@@H]2N(CCC1=C2N=CN1)C=1OC(=NN1)C1=NC=CC=C1C)F (R)-2-(4-(7-(difluoromethyl)pyrazolo[1,5-a]pyridin-2-yl)-1,4,6,7-tetrahydro-5H-imidazo[4,5-c]pyridin-5-yl)-5-(3-methylpyridin-2-yl)-1,3,4-oxadiazole